N,N'-Methylenbismethacrylamid C(NC(C(=C)C)=O)NC(C(=C)C)=O